NC1=CC(=C(C=C1)SCC(=O)OC)F methyl 2-((4-amino-2-fluorophenyl)thio)acetate